N(C(=O)C)C1(CCCCC1)O acetaminocyclohexanol